CC1OC(CN(C1)C1=CC(=C(C=C1)NC=1C=C2C(=CN(C2=CC1)C)C(=O)O)C)C 5-((4-(2,6-dimethylmorpholino)-2-methylphenyl)amino)-1-methyl-1H-indole-3-carboxylic acid